methyl-1,3,4-oxadiazole CC=1OC=NN1